5-[3-[[4-[(4-chlorophenyl)sulfonylmethyl]phenyl]-carbamoyl]phenyl]-2-methyl-pyridine-3-carboxylic acid ClC1=CC=C(C=C1)S(=O)(=O)CC1=CC=C(C=C1)NC(=O)C=1C=C(C=CC1)C=1C=C(C(=NC1)C)C(=O)O